NCC1=CC=C(C=C1)C1=CC(=C(C=C1)OCC)S(=O)(=O)N1CCC2(C[C@@H](CO2)NC[C@@H](COC2=CC(=CC=C2)S(=O)(=O)C)O)CC1 (S)-1-((S)-8-(4'-(aminomethyl)-4-ethoxybiphenyl-3-ylsulfonyl)-1-oxa-8-azaspiro[4.5]decan-3-ylamino)-3-(3-(methylsulfonyl)phenoxy)propan-2-ol